ClC1=NC2=CC(=CC=C2C(=C1)NCCC1=CC=C(C=C1)[N+](=O)[O-])F 2-chloro-7-fluoro-N-(4-nitrophenylethyl)quinolin-4-amine